4-allyloxy-1-(4-fluorophenyl)-2-tetrahydropyran-4-yl-indole C(C=C)OC1=C2C=C(N(C2=CC=C1)C1=CC=C(C=C1)F)C1CCOCC1